C(CCCCCCCCCCC(C)C)Br isotetradecyl bromide